pyrazolo[1,5-a]-pyrimidine-3,7-diamine N1=CC(=C2N1C(=CC=N2)N)N